N1N=NN=C1CCCCCCCCC1=NN=NN1 5,5'-octamethylenebis(1,2,3,4-tetrazole)